potassium monooleate C(CCCCCCC\C=C/CCCCCCCC)(=O)[O-].[K+]